2-{[6-(hydroxymethyl)pyridin-2-yl]carbamoyl}-5-(trifluoromethyl)benzoic acid OCC1=CC=CC(=N1)NC(=O)C1=C(C(=O)O)C=C(C=C1)C(F)(F)F